6-(benzofuran-3-yl)-N-(1H-indol-3-yl)-3,4-dihydroisoquinoline-2(1H)-carboxamide O1C=C(C2=C1C=CC=C2)C=2C=C1CCN(CC1=CC2)C(=O)NC2=CNC1=CC=CC=C21